BrC1=C2C=CNC2=C(C(=C1SC1=CC(=NC=C1)C(N)=S)F)F 4-((4-bromo-6,7-difluoro-1H-indol-5-yl)thio)pyridine-2-carbothioamide